C(C)N(C=NC=1C=CC2=C(C(NS2(CC2=CC=C(C=C2)OC(F)(F)F)[O-])=O)C1)C N-Ethyl-N-methyl-N'-(1-oxido-3-oxo-1-(4-(trifluoromethoxy)benzyl)-3H-1λ4-benzo[d]isothiazol-5-yl)formimidamid